(S)-4-(4-(pyrrolidin-3-ylsulfonyl)-1H-indazol-6-yl)phenol N1C[C@H](CC1)S(=O)(=O)C1=C2C=NNC2=CC(=C1)C1=CC=C(C=C1)O